N-(1-cyclopropyl-2-oxo-1,2-dihydropyridin-3-yl)-2-((1r,4s)-1-(fluoromethyl)-2-oxabicyclo[2.2.1]hept-4-yl)-7-isopropoxyimidazo[1,2-a]pyridine-6-carboxamide C1(CC1)N1C(C(=CC=C1)NC(=O)C=1C(=CC=2N(C1)C=C(N2)[C@]21CO[C@](CC2)(C1)CF)OC(C)C)=O